N-(2-(4-Chlorophenoxy)ethyl)-1-(3-(4-chlorophenoxy)propyl)piperidin-4-carboxamid ClC1=CC=C(OCCNC(=O)C2CCN(CC2)CCCOC2=CC=C(C=C2)Cl)C=C1